5-[(4-carboxybutyl)(2-[2-({4-[5-(trifluoromethyl)-1,3-benzoxazol-2-yl]benzyl}oxy)phenyl]ethyl)amino]-5,6,7,8-tetrahydroquinoline-2-carboxylic acid C(=O)(O)CCCCN(C1C=2C=CC(=NC2CCC1)C(=O)O)CCC1=C(C=CC=C1)OCC1=CC=C(C=C1)C=1OC2=C(N1)C=C(C=C2)C(F)(F)F